C(C)(C)(C)OC(=O)N1CC=2C=C(C=NC2CC1)C=1C(=C2C(=C(N1)C=1C=C3C=CN(C3=CC1)C)SC=C2)C2=C(C=C(C=C2OCCOC)F)F 3-[4-[2,4-difluoro-6-(2-methoxyethoxy)phenyl]-7-(1-methylindol-5-yl)thieno[2,3-c]pyridin-5-yl]-7,8-dihydro-5H-1,6-naphthyridine-6-carboxylic acid tert-butyl ester